Benzyl (2E)-3-[4-(5-tert-butyl-2-hydroxybenzoyl)phenyl]prop-2-enoate C(C)(C)(C)C=1C=CC(=C(C(=O)C2=CC=C(C=C2)/C=C/C(=O)OCC2=CC=CC=C2)C1)O